1-(4-benzyl-3-oxo-3,4-dihydro-2H-benzo[b][1,4]thiazin-6-yl)-3-(5-(1-(2-methoxyethyl)-1H-pyrazol-4-yl)-1H-indol-3-yl)urea C(C1=CC=CC=C1)N1C2=C(SCC1=O)C=CC(=C2)NC(=O)NC2=CNC1=CC=C(C=C21)C=2C=NN(C2)CCOC